C1(=CC=CC=C1)C(C1=CC=CC=C1)OC1=CC=C(C=C1)C[C@@H](C(=O)O)O (S)-3-(4-(phenylbenzyloxy)phenyl)-2-hydroxypropionic acid